(R)-1-((S)-2-((R)-4-benzyl-2-oxooxazolidin-3-yl)-1-(4-chlorophenyl)-2-oxoethyl)-2-azaspiro[4.5]decane-2-carboxylic acid tert-butyl ester C(C)(C)(C)OC(=O)N1[C@@H](C2(CC1)CCCCC2)[C@@H](C(=O)N2C(OC[C@H]2CC2=CC=CC=C2)=O)C2=CC=C(C=C2)Cl